N1(CCCCC1)C(=O)C1=CC=2OCCN(C2N=C1)C1=CC=C(C=C1)C(C)(C)NC(C)=O N-(2-(4-(7-(piperidine-1-carbonyl)-2,3-dihydro-4H-pyrido[3,2-b][1,4]oxazin-4-yl)phenyl)propan-2-yl)acetamide